NCC1=CC=C(C=C1)CN(C1=C(C(=NN1C(C1=C(C=CC=C1)F)=O)C1NCCNC1C(F)(F)F)C)C N-{[4-(aminomethyl)phenyl]methyl}-1-(2-fluorobenzoyl)-N,4-dimethyl-3-[3-(trifluoromethyl)piperazin-2-yl]-1H-pyrazol-5-amine